4-[5-(6-Bromo-1H-indazol-3-yl)-isoxazol-3-yl]-benzoic acid BrC1=CC=C2C(=NNC2=C1)C1=CC(=NO1)C1=CC=C(C(=O)O)C=C1